5-oxo-2-azabicyclo[2.2.1]heptane-2,3-dicarboxylate O=C1C2C(N(C(C1)C2)C(=O)[O-])C(=O)[O-]